N-methoxy-N-methyl(triphenylphosphoranylidene)acetamide CON(C(C=P(C1=CC=CC=C1)(C1=CC=CC=C1)C1=CC=CC=C1)=O)C